fluorononene FC=CCCCCCCC